COC(=O)[C@@H]1CCC2OC3(C(N21)=O)CCNCC3 (5'S)-3'-oxotetrahydro-3'H-spiro[piperidine-4,2'-pyrrolo[2,1-b]oxazole]-5'-carboxylic acid methyl ester